CN1CCN(CC1)CCC1=C(NC(=C1C(=O)N)C1=C(C=CC=C1)[N+](=O)[O-])C1=CC=C(C=C1)OC(F)(F)F (2-(4-methylpiperazin-1-yl)ethyl)-5-(2-nitrophenyl)-2-(4-(trifluoromethoxy)phenyl)Azole-4-carboxamide